tetrabutylammonium tetraphenylborate C1(=CC=CC=C1)[B-](C1=CC=CC=C1)(C1=CC=CC=C1)C1=CC=CC=C1.C(CCC)[N+](CCCC)(CCCC)CCCC